2-[3-[1,3-benzodioxol-5-yl(methyl)carbamoyl]phenyl]-5-(trifluoromethyl)pyrazol O1COC2=C1C=CC(=C2)N(C(=O)C=2C=C(C=CC2)N2N=C(C=C2)C(F)(F)F)C